O1C2=C(OCC1)C=C(C=C2)C(=O)NC=2C=C(C(=NC2)C)NC(=O)C=2C=C1C=CC(=NC1=CC2)OCCC2=NC=CC=C2 N-(5-(2,3-dihydrobenzo[b][1,4]dioxine-6-carboxamido)-2-methylpyridin-3-yl)-2-(2-(pyridin-2-yl)ethoxy)quinoline-6-carboxamide